tert-Butyl N-[5-[[2-[(2R,5S)-2-[4-(methanesulfonamido)phenyl]-5-methyl-1-piperidyl]-2-oxo-acetyl]amino]-3-methyl-2-pyridyl]carbamate CS(=O)(=O)NC1=CC=C(C=C1)[C@@H]1N(C[C@H](CC1)C)C(C(=O)NC=1C=C(C(=NC1)NC(OC(C)(C)C)=O)C)=O